2-((S)-1-(3-ethoxy-4-methoxyphenyl)-2-(methylsulfonyl)ethyl)-1,3-dioxoisoindoline C(C)OC=1C=C(C=CC1OC)[C@@H](CS(=O)(=O)C)N1C(C2=CC=CC=C2C1=O)=O